N1N=C(C=C1)CC(=O)N 1H-pyrazole-3-carboxyamide